BrC1=CN=CC=2NCC(NC21)C(F)(F)F 8-Bromo-2-(trifluoromethyl)-1,2,3,4-tetrahydropyrido[3,4-b]pyrazine